[Ru+2](Cl)Cl.C1(=CC=CC=C1)C(P(C1CCCCC1)(C1CCCCC1)C1CCCCC1)P(C1CCCCC1)(C1CCCCC1)C1CCCCC1 phenylmethylenebis(tricyclohexylphosphine) ruthenium (IV) dichloride